FC=1C=C(C=NC1)OC1=CC(=NC=C1)N 4-[(5-fluoro-3-pyridinyl)oxy]pyridin-2-amine